SC(CO)C 2-mercaptopropanol